O.S(=O)(=O)(O)O sulfat Monohydrat